methyl (Z)-1-acetyl-3-(ethoxyphenylmethylene)-oxindole-6-carboxylate C(C)(=O)N1C(\C(\C2=CC=C(C=C12)C(=O)OC)=C(\C1=CC=CC=C1)/OCC)=O